CC(C#N)(C)C=1C=NNC1 2-methyl-2-(1H-pyrazol-4-yl)propionitrile